FC(C(CC[C@@H](C=1N=C2N(N=CC(=C2)CC2C(N[C@@](C2)(C(F)(F)F)C)=O)C1)NC(OC(C)(C)C)=O)(C)C)(F)F tert-Butyl ((1S)-5,5,5-trifluoro-4,4-dimethyl-1-(7-(((5S)-5-methyl-2-oxo-5-(trifluoromethyl)pyrrolidin-3-yl)methyl)imidazo[1,2-b]pyridazin-2-yl)pentyl)carbamate